Cl.C(C)S(=O)(=O)N ethane-1-sulfonylamine hydrochloride